The molecule is an organosulfate oxoanion arising from deprotonation of the sulfo and carboxy groups of (S)-2-O-sulfolactic acid. It is a monocarboxylic acid anion and an organosulfate oxoanion. It is a conjugate base of a (S)-2-O-sulfolactic acid. C[C@@H](C(=O)[O-])OS(=O)(=O)[O-]